ClC1=CC(=C(S1)C(=O)NN)S(=O)(=O)N(C)C1=CC(=C(C=C1)OCC)OC 5-Chloro-N-(4-ethoxy-3-methoxyphenyl)-2-(hydrazinecarbonyl)-N-methylthiophene-3-sulfonamide